F[C@@H]1CN(CC1)C1=NC=CC(=C1C1=NNC(=C1)C1=CC=C(C=C1)C(C)C)C1=CC=CC=C1 (S)-2-(3-fluoropyrrolidin-1-yl)-3-(5-(4-isopropylphenyl)-1H-pyrazol-3-yl)-4-phenylpyridine